N-cyclopropyl-2-oxazol-2-ylsulfanyl-acetamide C1(CC1)NC(CSC=1OC=CN1)=O